N-[2-[[(2S)-2-amino-5-guanidino-pentanoyl]amino]ethyl]-4-[[3-[4-(cyanomethoxy)-2,3-difluoro-phenyl]imidazo[1,2-a]pyrazin-8-yl]amino]-2-ethyl-benzamide formate C(=O)O.N[C@H](C(=O)NCCNC(C1=C(C=C(C=C1)NC=1C=2N(C=CN1)C(=CN2)C2=C(C(=C(C=C2)OCC#N)F)F)CC)=O)CCCNC(=N)N